ClC=1N(N=C2C(=C(C=CC12)\C=C(\C(=O)NC=1C(=NC=C(C1C)C#N)C)/F)F)COP(=O)(O)O.BrC1=CC(=NC=C1)C1=CC=C(C=C1)F 4-bromo-2-(4-fluorophenyl)pyridine (Z)-(3-chloro-6-(3-((5-cyano-2,4-dimethylpyridin-3-yl)amino)-2-fluoro-3-oxoprop-1-en-1-yl)-7-fluoro-2H-indazol-2-yl)methyl-dihydrogenphosphate